O1C(=NCC1)C1=C(C=C(C=C1)C=1OCCN1)C=1OCCN1 1,2,4-tris(2-oxazolinyl)-benzene